7-cyclopropyl-1-(4-(difluoromethoxy)phenyl)-3-(benzofuran-5-yl)-2(1H)-quinoxalinone C1(CC1)C1=CC=C2N=C(C(N(C2=C1)C1=CC=C(C=C1)OC(F)F)=O)C=1C=CC2=C(C=CO2)C1